2-((tert-butyldimethylsilyl)oxy)-1-(6-cyclopropylimidazo[1,2-a]pyridin-2-yl)ethan-1-ol [Si](C)(C)(C(C)(C)C)OCC(O)C=1N=C2N(C=C(C=C2)C2CC2)C1